C(C)(=O)N1C(/C(/C2=CC=C(C=C12)Cl)=C/C1=CC(=CC=C1)OC)=O (E)-1-acetyl-6-chloro-3-(3-(methoxy)benzylidene)indol-2-one